5-(Methylamino)-6-(3-methylimidazo[4,5-c]pyridin-7-yl)-3-[[5-methyl-6-[(1R,4R)-5-methyl-2,5-diazabicyclo[2.2.1]heptan-2-yl]-3-pyridyl]amino]pyrazin-2-carboxamid CNC=1N=C(C(=NC1C=1C2=C(C=NC1)N(C=N2)C)C(=O)N)NC=2C=NC(=C(C2)C)N2[C@H]1CN([C@@H](C2)C1)C